tris-(dodecyl)methylammonium chloride [Cl-].C(CCCCCCCCCCC)[N+](C)(CCCCCCCCCCCC)CCCCCCCCCCCC